[N+](=O)([O-])C1=C(C=C(S1)C(=O)OC)NC[C@H]1OCCC1 methyl (S)-5-nitro-4-(((tetrahydrofuran-2-yl)methyl)amino)thiophene-2-carboxylate